C(N)(=O)C=1C(=NNC1NC1=CC(=NC(=C1)C)C)C1=CC=C(C=C1)NC(=O)N1CC(CCC1)C1=CC=CC=C1 N-(4-(4-carbamoyl-5-((2,6-dimethylpyridin-4-yl)amino)-1H-pyrazol-3-yl)phenyl)-3-phenylpiperidine-1-carboxamide